O1C(COC2=C1C=CC=C2)CN2CC(CCC2)C=2C=C(C=CC2)O 3-[1-(2,3-Dihydrobenzo[1,4]dioxin-2-ylmethyl)piperidin-3-yl]phenol